FB1N2C=CC=C2C=C2C(=CC(N12)(C1=CC=CC=C1)F)C1=CC=CC=C1 4,5-difluoro-5,7-diphenyl-4-bora-3a,4a-diaza-s-indacene